4-(1H-pyrazol-3-yl)-5-(trifluoromethyl)pyrimidin-2-amine N1N=C(C=C1)C1=NC(=NC=C1C(F)(F)F)N